2-chloro-4-(2-methyl-2H-1,2,3-triazol-4-yl)-6-(methanesulfonyl)pyridine ClC1=NC(=CC(=C1)C1=NN(N=C1)C)S(=O)(=O)C